BrC=1C=C(C=C2C(CC3(CC3)OC12)(O)C)F 8-bromo-6-fluoro-4-methyl-spiro[chromane-2,1'-cyclopropane]-4-ol